C1OCC12CC(C2)OC2=C(C=C(C=C2)F)C2CCN(CC2)[C@@H]2COC1(CN(C1)C=1OC=CN1)C2 (S)-7-(4-(2-((2-oxaspiro[3.3]heptan-6-yl)oxy)-5-fluorophenyl)piperidin-1-yl)-2-(oxazol-2-yl)-5-oxa-2-azaspiro[3.4]octane